C(C)(C)(C)OC(=O)N1CC(C1)(C)N1C=C(C(=CC1=O)OS(=O)(=O)C(F)(F)F)C(=O)OC methyl 1-(1-(tert-butoxycarbonyl)-3-methylazetidin-3-yl)-6-oxo-4-(((trifluoromethyl)sulfonyl)oxy)-1,6-dihydropyridine-3-carboxylate